C(N)(=O)C1=NN(C=C1NC(=O)C=1N=C(OC1)C1=CC(=NC=C1)N(C(OC(C)(C)C)=O)CC1CC1)C1=CC=C(C=C1)CO Tert-butyl N-[4-[4-[[3-carbamoyl-1-[4-(hydroxymethyl)phenyl]pyrazol-4-yl]carbamoyl] oxazol-2-yl]-2-pyridyl]-N-(cyclopropylmethyl)carbamate